ClC=1C=C(C(=O)NC2=C3C(N(C=NC3=CC=C2)CC2=NN(C=C2)C2=C(C=CC=C2)F)=O)C=C(C1O)Cl 3,5-dichloro-N-(3-((1-(2-fluorophenyl)-1H-pyrazol-3-yl)methyl)-4-oxo-3,4-dihydroquinazolin-5-yl)-4-hydroxybenzamide